N,N-dimethyl-1,4-cyclohexanediamine CN(C1CCC(CC1)N)C